CCCC(C)C(=C(C)C)C tetramethylhexene